C(C)OC=1C=2N(C=C(N1)C(=O)NC1=C(C=CC(=C1)F)OC)C=C(N2)C21COC(C2)(C1)C 8-Ethoxy-N-(5-fluoro-2-methoxyphenyl)-2-(1-methyl-2-oxabicyclo[2.1.1]hexan-4-yl)imidazo[1,2-a]pyrazine-6-carboxamide